4-phenylbenzoimidazol C1(=CC=CC=C1)C1=CC=CC=2N=CNC21